(2-(difluoromethoxy)pyridin-4-yl)(2H2)methanamine HCl Cl.FC(OC1=NC=CC(=C1)C(N)([2H])[2H])F